C(CC(C)CCCC(C)CCCC(C)CCCC(C)C)(=O)Cl phytanoyl chloride